methyl (1s,4s)-4-(6-amino-4-methyl-1-oxoisoindolin-2-yl)cyclohexane-1-carboxylate NC1=CC(=C2CN(C(C2=C1)=O)C1CCC(CC1)C(=O)OC)C